ClC1=CC=C(C=C1)C1=NCC(NC=2SC=3CC(CC3C12)C(=O)OC)=O methyl 13-(4-chlorophenyl)-10-oxo-7-thia-9,12-diazatricyclo[6.5.0.02,6]trideca-1(8),2(6),12-triene-4-carboxylate